FC1=C(CC2=NC3=C(N2C[C@H]2OCC2)C=C(C=C3)C(=O)O)C=C(C(=C1)C1=NC(=CC=C1)OCC=1C=C3CN(CC3=CC1)C(=O)OC)F (S)-2-(2,5-difluoro-4-(6-((2-(methoxycarbonyl)isoindolin-5-yl)methoxy)pyridin-2-yl)benzyl)-1-(oxetan-2-ylmethyl)-1H-benzo[d]imidazole-6-carboxylic acid